BrC=1C=C2C(=C(N(C2=CC1)CCOC(C)C)C=1C=C(C=NC1[C@H](C)OC)N1CCN(CC1)C(=O)OCC1=CC=CC=C1)CC(CO)(C)C benzyl (S)-4-(5-(5-bromo-3-(3-hydroxy-2,2-dimethylpropyl)-1-(2-isopropoxyethyl)-1H-indol-2-yl)-6-(1-methoxyethyl)pyridin-3-yl)piperazine-1-carboxylate